tert-butyl 4-(4-(methylamino)phenyl)piperazine-1-carboxylate CNC1=CC=C(C=C1)N1CCN(CC1)C(=O)OC(C)(C)C